methyl 5-bromo-2-methoxy-pyridine-3-carboxylate BrC=1C=C(C(=NC1)OC)C(=O)OC